N-(bicyclo[1.1.1]pentan-1-yl)-4-hydroxy-6-(4-methoxyphenyl)-1-(2-morpholinoethyl)-2-oxo-1,2-dihydro-1,8-naphthyridine-3-carboxamide C12(CC(C1)C2)NC(=O)C=2C(N(C1=NC=C(C=C1C2O)C2=CC=C(C=C2)OC)CCN2CCOCC2)=O